CN(CC(=O)OC1=CC2=CC=CC=C2C=C1)C naphthalen-2-yl dimethylglycinate